5-propyl-2-phenyl-2,4-dihydro-3H-1,2,4-triazol-3-one C(CC)C=1NC(N(N1)C1=CC=CC=C1)=O